(3R)-4-amino-N,3-dimethyl-N-((3R)-6-(trifluoromethyl)-2,3-dihydro-1-benzofuran-3-yl)-1,3-dihydrofuro[3,4-c]quinoline-8-carboxamide NC1=NC=2C=CC(=CC2C2=C1[C@H](OC2)C)C(=O)N([C@H]2COC1=C2C=CC(=C1)C(F)(F)F)C